3-[6-(2,6-dimethylphenyl)-2-[(1-methylpyrazol-4-yl)sulfonylamino]pyrimidin-4-yl]oxy-4-methyl-benzoic acid CC1=C(C(=CC=C1)C)C1=CC(=NC(=N1)NS(=O)(=O)C=1C=NN(C1)C)OC=1C=C(C(=O)O)C=CC1C